ditolyl-zinc C1(=C(C=CC=C1)[Zn]C1=C(C=CC=C1)C)C